C(\C=C/C(=O)[O-])(=O)[O-] maleate